(3-fluoro-4-{[(7-methoxyquinolin-4-yl)oxy]methyl}phenyl)(imino)methyl-λ6-sulfanone FC=1C=C(C=CC1COC1=CC=NC2=CC(=CC=C12)OC)[SH2](=O)C=N